4,4'-bis(2-hydroxypentyloxy)biphenyl OC(COC1=CC=C(C=C1)C1=CC=C(C=C1)OCC(CCC)O)CCC